CNC(=O)C1N(CCC1)CCC=O N-METHYL-1-(3-OXOPROPYL)PYRROLIDINE-2-CARBOXAMIDE